N-[4-methyl-3-(4,5-dioxaborolan-2-yl)phenyl]-3-(trifluoromethyl)-2,5-dihydropyrrole-1-carboxamide CC1=C(C=C(C=C1)NC(=O)N1CC(=CC1)C(F)(F)F)C1BOOC1